NCCCCCC(=O)OCCCCCCCCCCCC dodecyl 6-aminohexanoate